C(C)(C)(C)OC(=O)NCCCCC(CC)NC1=C(C(=O)OC)C=CC=C1[N+](=O)[O-].C(C)[Si](O[Si](C)(C)C)(C)C ethyl pentamethyldisiloxane methyl 2-((7-((tert-butoxycarbonyl)amino)heptan-3-yl)amino)-3-nitrobenzoate